METHYL-2-FLUOROACRYLATE COC(C(=C)F)=O